C(C)(C)(C)OC(=O)N1CC(C(CC1)(F)F)C=1C=NC(=CC1)OCC1=CC=CC=C1 3-(6-(benzyloxy)pyridin-3-yl)-4,4-difluoropiperidine-1-carboxylic acid tert-butyl ester